2-amino-2-(2-fluoro-3-(trifluoromethyl)phenyl)-6-hydroxycyclohexane-1-one NC1(C(C(CCC1)O)=O)C1=C(C(=CC=C1)C(F)(F)F)F